2-Ethyl-6-methoxy-2,3,4,5-tetrahydropyridine C(C)C1N=C(CCC1)OC